3-((4-(5-chloro-1-((4-fluoropiperidin-4-yl)methyl)-1H-indol-7-yl)pyrrolo[2,1-f][1,2,4]triazin-6-yl)methyl)-1-methylpyrimidine-2,4(1H,3H)-dione hydrochloride Cl.ClC=1C=C2C=CN(C2=C(C1)C1=NC=NN2C1=CC(=C2)CN2C(N(C=CC2=O)C)=O)CC2(CCNCC2)F